C(C)(C)(C)OC(=O)N1CCC(CC1)(O)C=1SC2=C(C1)C=CC=C2 4-(1-Benzothien-2-yl)-4-hydroxypiperidine-1-carboxylic acid tert-butyl ester